1,4-dimethoxy-2-[1-propen-1-yl]benzene COC1=C(C=C(C=C1)OC)C=CC